COC([C@@H](NC([C@@H](N)CCCCN)=O)C)=O L-lysylalanine methyl ester